((4-fluoro-1-(methylsulfonyl)piperidin-4-yl)methyl)-trans-2-phenylcyclopropylamine FC1(CCN(CC1)S(=O)(=O)C)CN[C@H]1[C@@H](C1)C1=CC=CC=C1